5-((7,8-dimethoxy-1H-pyrazolo[4,3-c]quinolin-1-yl)methyl)pyridine-2-sulfonamide COC=1C(=CC=2C3=C(C=NC2C1)C=NN3CC=3C=CC(=NC3)S(=O)(=O)N)OC